N-[6-[5-[(1S)-1-[(6-chloro-8-iodo-quinazolin-4-yl)amino]ethyl]-1,2,4-triazol-1-yl]pyrimidin-4-yl]cyclopropanecarboxamide ClC=1C=C2C(=NC=NC2=C(C1)I)N[C@@H](C)C1=NC=NN1C1=CC(=NC=N1)NC(=O)C1CC1